3-bromo-2-chloro-5-nitro-pyridine BrC=1C(=NC=C(C1)[N+](=O)[O-])Cl